CC1=CC(=NC=C1C=1C=2N(C3=CC(=NC=C3C1)NC)C=CN2)[C@H](CC)O (S)-1-(4-methyl-5-(8-(methylamino)imidazo[1,2-a][1,6]naphthyridin-4-yl)pyridin-2-yl)propan-1-ol